Cl.Cl.C12CNCC(CC1)N2C2=NC=C(C#N)C=C2 6-(3,8-diazabicyclo[3.2.1]octan-8-yl)nicotinonitrile dihydrochloride